methyl 6-Chloro-3-[(1R)-1-[3,6-dimethyl-4-oxo-2-(2-pyridyl)chromen-8-yl]ethoxy]pyridine-2-carboxylate ClC1=CC=C(C(=N1)C(=O)OC)O[C@H](C)C=1C=C(C=C2C(C(=C(OC12)C1=NC=CC=C1)C)=O)C